3-amino-4-(2,4,5-trifluoro phenyl)-butenoate NC(=CC(=O)[O-])CC1=C(C=C(C(=C1)F)F)F